N-octadecyl-2-formyl-3-tert-butylcarbonyloxy-pyridin-4-one C(CCCCCCCCCCCCCCCCC)N1C(=C(C(C=C1)=O)OC(=O)C(C)(C)C)C=O